[Si](C)(C)(C(C)(C)C)OCCCC1(CCC(CC1)=O)C1=CC=CC=C1 4-(3-((tert-Butyldimethylsilyl)oxy)propyl)-4-phenylcyclohexan-1-one